ClC1=CC2=C(OC(C(O2)(F)F)(F)F)C=C1CN1OC(C(C1=O)(C)C)OCC 2-[(6-chloro-2,2,3,3-tetrafluoro-1,4-benzodioxin-7-yl)methyl]-5-ethoxy-4,4-dimethyl-isoxazolidin-3-one